C(C)(C)(C)C1=CC(=C(C=C1Cl)C=1NC2=CC=NC(=C2C(C1)=O)N1N=CC=C1C)C 2-(4-tert-butyl-5-chloro-2-methyl-phenyl)-5-(5-methylpyrazol-1-yl)-1H-1,6-naphthyridin-4-one